NC1=CC=C2C=3C=CC=CC3NC2=C1 7-aminocarbazole